N-(6-Chloro-3-cyanopyrazin-2-yl)methanesulfonamide ClC1=CN=C(C(=N1)NS(=O)(=O)C)C#N